NC1CC=2C(=CC(=C(C2CC1)F)N1CC2CCC(C1)N2C(=O)OC(C)(C)C)F tert-butyl 3-(6-amino-1,4-difluoro-5,6,7,8-tetrahydronaphthalen-2-yl)-3,8-diazabicyclo[3.2.1]octane-8-carboxylate